3-(7-(8-Ethynyl-3-hydroxynaphthalen-1-yl)-8-fluoro-2-(((2R,7aS)-2-fluorotetrahydro-1H-pyrrolizin-7a(5H)-yl)methoxy)quinazolin-4-yl)-3-azabicyclo[3.2.1]octan-6-ol C(#C)C=1C=CC=C2C=C(C=C(C12)C1=CC=C2C(=NC(=NC2=C1F)OC[C@]12CCCN2C[C@@H](C1)F)N1CC2CC(C(C1)C2)O)O